CSC1=C(C=CC=2OCOC21)CCC 1-(4-methylsulfanyl-1,3-benzodioxolan-5-yl)propane